C(C)(C)(C)OC(=O)N1CC(C(C1)CC=C)(C(NC(C)(C)C)=O)NC(C)=O Racemic-(syn)-tert-butyl-3-acetamido-4-allyl-3-(tert-butylcarbamoyl)pyrrolidine-1-carboxylate